2-ethyl-3-hydroxypyran-4-one C(C)C=1OC=CC(C1O)=O